lauryl-dimethyl-(ethylbenzyl)ammonium C(CCCCCCCCCCC)[N+](C(C1=CC=CC=C1)CC)(C)C